2-(4-fluorophenyl)-3-(methylthio)-4-(trifluoromethyl)thiophene FC1=CC=C(C=C1)C=1SC=C(C1SC)C(F)(F)F